2,5-dimethyl-3-(1-methyl-1H-pyrazol-4-yl)piperazine CC1NCC(NC1C=1C=NN(C1)C)C